C(CCC)OCCOC1=CC=C(C=C1)C1=CC\2=C(N(CCC\C(=C2)\C(=O)NC2=CC=C(C=C2)[S@@](=O)CC2=CN=CN2CCC)CC(C)C)C=C1 (S,E)-8-(4-(2-Butoxyethoxy)phenyl)-1-isobutyl-N-(4-(((1-propyl-1H-imidazol-5-yl)methyl)sulfinyl)phenyl)-1,2,3,4-tetrahydrobenzo[b]azocine-5-carboxamide